2-methylprop-2-enyl 3-oxobutanoate O=C(CC(=O)OCC(=C)C)C